N1N=CC(=C1)C1=NC2=CC=C3C(=C2C=2CCCCC12)N=CN3 7-(1H-pyrazol-4-yl)-8,9,10,11-tetrahydro-3H-imidazo[4,5-a]phenanthridine